6-methoxy-1-isopropylquinolin-1-ium iodide [I-].COC=1C=C2C=CC=[N+](C2=CC1)C(C)C